6-(3-(3-(4-ethylphenyl)prop-1-en-1-yl)benzyl)piperazin-2-one C(C)C1=CC=C(C=C1)CC=CC=1C=C(CC2CNCC(N2)=O)C=CC1